C(#N)C1=CC=C(C=C1)C1=CN=CC2=C1SCCN2S(=O)(=O)C2CN(C2)S(=O)(=O)C=2C=C(C#N)C=CC2 3-((3-((8-(4-cyanophenyl)-2,3-dihydro-4H-pyrido[4,3-b][1,4]thiazin-4-yl)sulfonyl)azetidin-1-yl)sulfonyl)benzonitrile